C(C)C1(C=CC=C1)[W](N=O)(=C=O)=C=O ethylcyclopentadienyl-dicarbonyl-nitroso-tungsten